4-methyl-1-(((S)-oxetan-2-yl)methyl)-1H-imidazole-5-carboxylic acid ethyl ester C(C)OC(=O)C1=C(N=CN1C[C@H]1OCC1)C